N1(N=CC=C1)C1=CC=C(CN2C3=NC(=NC=C3N(C2=O)C)C2=NC=CC=C2C(C)C)C=C1 9-(4-(1H-pyrazol-1-yl)benzyl)-2-(3-isopropylpyridin-2-yl)-7-methyl-7,9-dihydro-8H-purin-8-one